(S)-[1-(2,2-difluoroethyl)pyrazol-4-yl]-[6-(3-methyl-1H-pyrrolo[2,3-b]pyridin-5-yl)-8-[pyrrolidin-2-yl]-3,4-dihydro-1H-isoquinolin-2-yl]methanone FC(CN1N=CC(=C1)C(=O)N1CC2=C(C=C(C=C2CC1)C=1C=C2C(=NC1)NC=C2C)[C@H]2NCCC2)F